NCCCNCCNCCCN bis(3-aminopropyl)-ethylenediamine